C(OCC([C@H](C[C@H]1C(NCC1)=O)NC([C@H](CC(C)C)NC(C(=O)NC1=C(C=CC=C1)F)=O)=O)=O)(OC(C)C)=O (S)-3-((S)-2-(2-((2-fluorophenyl)amino)-2-oxoacetamido)-4-methylpentanamido)-2-oxo-4-((S)-2-oxopyrrolidin-3-yl)butyl isopropyl carbonate